OC([C@]1(O)[C@@H](O)[C@H](O)[C@H](O)CO1)N[C@@H](CCCNC(N)=N)C(=O)O N2-β-D-Fructopyranos-1-yl-Arginine